2-(1-(ethylsulfonyl)-3-(6-methyl-2-(1-methyl-1H-pyrazol-4-yl)-7-oxo-1-phenyl-6,7-dihydro-3H-spiro[dipyrrolo[2,3-b:3',2'-d]pyridine-8,4'-piperidin]-1'-yl)azetidin-3-yl)acetonitrile C(C)S(=O)(=O)N1CC(C1)(N1CCC2(CC1)C(N(C=1C2=C2C(=NC1)NC(=C2C2=CC=CC=C2)C=2C=NN(C2)C)C)=O)CC#N